SCC[Si](OCC)(C)C (2-mercaptoethyl)dimethyl-(ethoxy)silane